N-cyclopropyl-2-oxo-4-[(3S)-2-oxopyrrolidin-3-yl]-3-[(1R,4S,6S)-5-(4-phenyl-1,3-thiazole-2-carbonyl)-5-azaspiro[bicyclo[2.2.1]heptane-2,1'-cyclopropan]-6-ylformamido]butanamide C1(CC1)NC(C(C(C[C@H]1C(NCC1)=O)NC(=O)[C@H]1N([C@@H]2CC3(CC3)[C@H]1C2)C(=O)C=2SC=C(N2)C2=CC=CC=C2)=O)=O